C(C)(C)(C)OC(N[C@@H](CC1=CC(=CC(=C1)F)F)C1=C(C2=C(C(=N1)C#CC(C)(C)S(=O)(=O)C1CC1)CCC2)Br)=O (S)-(1-(4-bromo-1-(3-(cyclopropanesulfonyl)-3-methyl-but-1-yn-1-yl)-6,7-dihydro-5H-cyclopenta[c]pyridin-3-yl)-2-(3,5-difluorophenyl)ethyl)carbamic acid tert-butyl ester